2-((6-amino-2-(4-bromophenyl)-5-(2-methoxyphenoxy)pyrimidin-4-yl)oxy)ethan-1-ol NC1=C(C(=NC(=N1)C1=CC=C(C=C1)Br)OCCO)OC1=C(C=CC=C1)OC